perchloromethyl sulfide ClC(Cl)(Cl)SC(Cl)(Cl)Cl